CC1=CC=C(C=N1)/C=C/CC(=O)NC=1C=CC(=NC1)C(=O)NC1=C(C=CC=C1)N 5-((E)-4-(6-methylpyridin-3-yl)but-3-enamido)-N-(2-aminophenyl)pyridine-2-carboxamide